ClC1=C(C(=C(C=C1OC)OC)Cl)C=1N=C(C2=C(N1)C=NC(=C2)N[C@@H]2COCC[C@@H]2NC(C=C)=O)N2CC(OC(C2)C)C N-((3S,4S)-3-((2-(2,6-dichloro-3,5-dimethoxyphenyl)-4-(2,6-dimethylmorpholino)pyrido[3,4-d]pyrimidin-6-yl)amino)tetrahydro-2H-pyran-4-yl)acrylamide